3-((tert-butyldimethylsilyloxy)propyl)-2-isopropylpyridin-3-amine [Si](C)(C)(C(C)(C)C)OCCCC1(C(N=CC=C1)C(C)C)N